O1C=NC2=C1C=CC(=C2)C2=NC(=C1C(=N2)N(N=C1)C1=CC=C(C=C1)OC)NC(=O)C=1SC(=CC1)[N+](=O)[O-] N-(6-(benzo[d]oxazol-5-yl)-1-(4-methoxyphenyl)-1H-pyrazolo[3,4-d]pyrimidin-4-yl)-5-nitrothiophene-2-carboxamide